ClC=1C=CC(=C(C1)NC(C(=O)[O-])=O)N1CC(CC1)O ((5-chloro-2-(3-hydroxypyrrolidin-1-yl) phenyl) amino)-2-oxoacetate